9-chloro-1,1-dimethoxynonane ClCCCCCCCCC(OC)OC